FC1=C(C(=C(C(=C1[B-](C1=C(C(=C(C(=C1F)F)F)F)F)(C1=C(C(=C(C(=C1F)F)F)F)F)C1=C(C(=C(C(=C1F)F)F)F)F)F)F)F)F.C1(=CC=CC=C1)C(C1=CC=CC=C1)(C1=CC=CC=C1)[PH3+] triphenylmethylphosphonium tetrakis(pentafluorophenyl)borate